ethyl 3-((diphenylmethylene) amino)-3-phenylpropionate C1(=CC=CC=C1)C(C1=CC=CC=C1)=NC(CC(=O)OCC)C1=CC=CC=C1